tert-butyl (2S)-2-(7-chloro-8-(methoxymethyl)-1,1-dioxido-3,4-dihydro-2H-benzo[b][1,4,5]oxathiazepin-2-yl)-3-(6-fluoro-2,3-dimethylphenyl)butanoate ClC=1C(=CC2=C(OCCN(S2(=O)=O)[C@H](C(=O)OC(C)(C)C)C(C)C2=C(C(=CC=C2F)C)C)C1)COC